9-(4'-chloro-[1,1':3',1''-terphenyl]-2-yl)-2-phenyl-9H-carbazole ClC1=C(C=C(C=C1)C1=C(C=CC=C1)N1C2=CC=CC=C2C=2C=CC(=CC12)C1=CC=CC=C1)C1=CC=CC=C1